Cl.C(C1=CC=CC=C1)N1CC(CC1)NC(C1=CC=C(C=C1)NC(C(=C(C=1C=NOC1C)O)C#N)=O)=O N-(1-benzylpyrrolidin-3-yl)-4-(2-cyano-3-hydroxy-3-(5-methylisoxazol-4-yl)acrylamido)benzamide hydrochloride